ClC1=C(C=2N=C(N=C(C2C=N1)N1CC(CCC1)CCNC(OC(C)(C)C)=O)OC[C@]12CCCN2C[C@@H](C1)F)F tert-butyl (2-(1-(7-chloro-8-fluoro-2-(((2R,7aS)-2-fluorotetrahydro-1H-pyrrolizin-7a(5H)-yl)methoxy)pyrido[4,3-d]pyrimidin-4-yl)piperidin-3-yl)ethyl)carbamate